COC(=O)C1=CC=NN1CCOCCOCC#C 1-(2-(2-(prop-2-yn-1-yloxy)ethoxy)ethyl)-1H-pyrazole-5-carboxylic acid methyl ester